ClC=1C(NC=CC1SC1=CN=C2C(=N1)NC(=N2)S(=O)(=O)C)=O 3-chloro-4-((2-(methylsulfonyl)-1H-imidazo[4,5-b]pyrazin-6-yl)thio)pyridin-2(1H)-one